C[C@H]1[C@H](CN(CC1)C(CC(C)C)=O)NC1=C2C(=NC=C1C(=O)OCCOC)NC=C2 2-methoxyethyl 4-(((3R,4R)-4-methyl-1-(3-methylbutanoyl)piperidin-3-yl)amino)-1H-pyrrolo[2,3-b]pyridine-5-carboxylate